C1=CC=C(C(=C1)OC2=CC=CC=C2Cl)Cl Chlorophenyl ether